C(CCCCCCCCCCCCCCC)N1C(CCC1=O)C(=O)O 1-hexadecyl-5-oxopyrrolidine-2-carboxylic acid